Cl.CN1C(N(C2=C1C=C(C=C2)NCCOCCOCCOCCOCCN2CCNCC2)C2C(NC(CC2)=O)=O)=O 3-[3-methyl-2-oxo-5-[15-(piperazin-1-yl)-4,7,10,13-tetraoxa-1-azapentadecan-1-yl]-2,3-dihydro-1H-1,3-benzodiazol-1-yl]piperidine-2,6-dione hydrochloride